(7-(3-chloro-4-fluorophenyl)-5-(pyridin-2-yl)-7H-pyrrolo[2,3-d]pyrimidin-4-yl)piperazine-1-carboxylic acid tert-butyl ester C(C)(C)(C)OC(=O)N1C(CNCC1)C=1C2=C(N=CN1)N(C=C2C2=NC=CC=C2)C2=CC(=C(C=C2)F)Cl